Di-tert-butyl 3,3'-((oxybis(propane-3,1-diyl))bis(1-oxoisoindoline-4,2-diyl))bis(2,6-dioxopiperidine-1-carboxylate) O(CCCC1=C2CN(C(C2=CC=C1)=O)C1C(N(C(CC1)=O)C(=O)OC(C)(C)C)=O)CCCC1=C2CN(C(C2=CC=C1)=O)C1C(N(C(CC1)=O)C(=O)OC(C)(C)C)=O